(sec-butylcyclopentadienyl)tris(ethylmethylamino)titanium C(C)(CC)C1(C=CC=C1)[Ti](N(CC)C)(N(CC)C)N(C)CC